2-[1-(4-amino-1,2,5-oxadiazol-3-yl)-1,2,3-triazol-4-yl]propan-2-ol NC=1C(=NON1)N1N=NC(=C1)C(C)(C)O